COC1=C2C(NC(=NC2=CC(=C1)OC)C1=CC=C(C=C1)N1CCC(CC1)N1CCN(CC1)CC=1C=C2C(N(C(C2=CC1)=O)C1C(NC(CC1)=O)=O)=O)=O 5-((4-(1-(4-(5,7-dimethoxy-4-oxo-3,4-dihydroquinazolin-2-yl)phenyl)piperidin-4-yl)piperazin-1-yl)methyl)-2-(2,6-dioxopiperidin-3-yl)isoindoline-1,3-dione